COC1=C2C(=C3C=CC(OC3=C1)(C)C)OC(=CC2=O)C2=CC(=CC=C2)N2CCN(CC2)C 5-methoxy-8,8-dimethyl-2-(3-(4-methylpiperazin-1-yl)phenyl)-4H,8H-pyrano[2,3-f]chromen-4-one